ClC1=C(C=CC=C1)C=1C(=CC=C(C1)OC)C(=O)N1CC[C@](CCC1)(C(=O)N[C@H]1CS(C=C1)(=O)=O)F (R)-1-(2'-chloro-5-methoxy-[1,1'-biphenyl]-2-carbonyl)-N-((R)-1,1-dioxido-2,3-dihydrothiophen-3-yl)-4-fluoroazepane-4-carboxamide